2,3-bis(3,4-dicarboxybenzoyl oxy)propyl methacrylate C(C(=C)C)(=O)OCC(COC(C1=CC(=C(C=C1)C(=O)O)C(=O)O)=O)OC(C1=CC(=C(C=C1)C(=O)O)C(=O)O)=O